1-(4-fluorophenyl)-2-tosylethan-1-one FC1=CC=C(C=C1)C(CS(=O)(=O)C1=CC=C(C)C=C1)=O